(2-(methylsulfonyl)pyrimidin-5-yl)-5-hexynoic acid CS(=O)(=O)C1=NC=C(C=N1)C(C(=O)O)CCC#C